4-(2-(4-aminopiperidin-1-yl)-6-(2-(trifluoromethyl)phenyl)quinazolin-4-yl)-2-fluorobenzonitrile NC1CCN(CC1)C1=NC2=CC=C(C=C2C(=N1)C1=CC(=C(C#N)C=C1)F)C1=C(C=CC=C1)C(F)(F)F